2-(3-t-butyl-2-hydroxyphenyl)-4(s)-methylimidazole C(C)(C)(C)C=1C(=C(C=CC1)C=1NC=C(N1)C)O